4-((5-(1-(2,2-difluoroethyl)-2-methyl-1H-imidazo[4,5-b]pyrazin-6-yl)-7H-pyrrolo[2,3-d]pyrimidin-2-yl)amino)-1-methylcyclohexan-1-ol FC(CN1C(=NC=2C1=NC(=CN2)C2=CNC=1N=C(N=CC12)NC1CCC(CC1)(O)C)C)F